1-[4-[3-Methyl-6-(1-methylpyrazol-4-yl)pyrazolo[1,5-a]pyrazin-4-yl]-3,6-dihydro-2H-pyridin-1-yl]prop-2-en-1-one CC=1C=NN2C1C(=NC(=C2)C=2C=NN(C2)C)C=2CCN(CC2)C(C=C)=O